C(C)(C)(C)P(C1=CC=C(C=C1)C(C)(C)C)C(C)(C)C di(tert-butyl)(4-tert-butylphenyl)phosphine